9-Chloro-10-[(3-ethoxyphenyl)amino]spiro[7H-benzo[c]xanthene-7,1'(3'H)-isobenzofuran]-3'-one ClC=1C(=CC=2OC=3C4=C(C=CC3C3(OC(C5=CC=CC=C35)=O)C2C1)C=CC=C4)NC4=CC(=CC=C4)OCC